1-(2-{[tert-butyl(dimethyl)silyl]oxy}ethyl)piperidine-2-thione [Si](C)(C)(C(C)(C)C)OCCN1C(CCCC1)=S